1,7-dimethyl-1H-indazole-3-carbonitrile CN1N=C(C2=CC=CC(=C12)C)C#N